4-bromo-1-(2,2-dimethoxyethyl)pyridin-2-one BrC1=CC(N(C=C1)CC(OC)OC)=O